2,3-dihydro(2,2,3,3-2H4)-1-benzofuran O1C(C(C2=C1C=CC=C2)([2H])[2H])([2H])[2H]